C(CCCCC)(=O)OCC1=C(C(=O)O[C@@H]2[C@](O[C@H](C2)N2C3=NC(=NC(=C3N=C2)N)F)(CO)C#C)C=CC=C1 (2R,3S,5R)-5-(6-amino-2-fluoro-9H-purin-9-yl)-2-ethynyl-2-(hydroxymethyl)tetrahydrofuran-3-yl 2-((hexanoyloxy)methyl)benzoate